(S)-3-bromobinaphthyl BrC=1C=C(C2=CC=CC=C2C1)C1=CC=CC2=CC=CC=C12